(±)-Ethyl 3-amino-3-(2-methoxypyrimidin-5-yl)propanoate N[C@H](CC(=O)OCC)C=1C=NC(=NC1)OC |r|